((1s,3s)-3-Hydroxy-3-methylcyclobutyl)(6-(pyrazolo[1,5-a]pyridin-6-ylmethyl)-2-azaspiro[3.3]heptan-2-yl)methanone OC1(CC(C1)C(=O)N1CC2(C1)CC(C2)CC=2C=CC=1N(C2)N=CC1)C